ClCCC(=C(C1=CC=C(C=C1)O)C1=CC=C(C=C1)N1CCC(CC1)CN1CCC(CC1)C=1C=C2C(N(C(C2=CC1F)=O)C1C(NC(CC1)=O)=O)=O)C1=CC=C(C=C1)O 5-(1-((1-(4-(4-chloro-1,2-bis(4-hydroxyphenyl)but-1-en-1-yl)phenyl)piperidin-4-yl)methyl)piperidin-4-yl)-2-(2,6-dioxopiperidin-3-yl)-6-fluoroisoindoline-1,3-dione